(S)-2-ethyl-N-(3-(1-((2-ethyl-2H-pyrazolo[3,4-b]pyrazin-6-yl)amino)ethyl)phenyl)thiazole-5-carboxamide C(C)C=1SC(=CN1)C(=O)NC1=CC(=CC=C1)[C@H](C)NC=1C=NC=2C(N1)=NN(C2)CC